1-amino-4-bromo-9,10-anthraquinone-2-sulfonate sodium [Na+].NC1=C(C=C(C=2C(C3=CC=CC=C3C(C12)=O)=O)Br)S(=O)(=O)[O-]